5-chloro-7-methoxy-2-(2-pyrimidin-2-ylpyrimidin-5-yl)-3,4-dihydro-1H-isoquinoline ClC1=C2CCN(CC2=CC(=C1)OC)C=1C=NC(=NC1)C1=NC=CC=N1